tert-butyl 4-((3-(3-(2,4-dimethoxybenzyl)-2,4-dioxotetrahydro pyrimidin-1(2H)-yl) pyrazolo[1,5-a]pyridin-5-yl)methyl)-4-fluoropiperidine-1-carboxylate COC1=C(CN2C(N(CCC2=O)C=2C=NN3C2C=C(C=C3)CC3(CCN(CC3)C(=O)OC(C)(C)C)F)=O)C=CC(=C1)OC